C(C)(C)(C)OC(=O)N1CC(C1)OC1=NC(=CC=C1C1=COC=C1)Cl 3-((6-chloro-3-(furan-3-yl)pyridin-2-yl)oxy)azetidine-1-carboxylic acid tert-butyl ester